C(C)(C)N1N=C(C=C1)C=1C(=C2C(=NC(=NN2C1)C=1N(C=CN1)C)NC=1N(C=CN1)C)C1=NC=CC=C1 6-(1-Isopropyl-1H-pyrazol-3-yl)-N,2-bis(1-methyl-1H-imidazol-2-yl)-5-(pyridin-2-yl)pyrrolo[2,1-f][1,2,4]triazin-4-amine